(3-amino-2-fluorophenyl)-8-benzyl-2-(3-(methoxymethyl)benzyl)imidazo[1,2-a]pyrazin-3(7H)-one NC=1C(=C(C=CC1)C1=CNC(=C2N1C(C(=N2)CC2=CC(=CC=C2)COC)=O)CC2=CC=CC=C2)F